C(C)O[Si](CCCN1C(=CC=C1C(NCCC[Si](OCC)(OCC)OCC)=O)C(=O)O)(OCC)OCC 1-(3-(triethoxysilyl)propyl)-5-((3-(triethoxysilyl)propyl)carbamoyl)-1H-pyrrole-2-carboxylic acid